C(=O)(OC(C)(C)C)C1NCCCN(C1)C1=NC=CC=C1 2-Boc-4-(2-pyridyl)homopiperazine